C1(CCCCC1)CC=1NC(=NN1)C(=O)NC1=NC=NC(=C1)C1=C(C=CC(=C1)OCC1CCOCC1)C(F)(F)F 5-(cyclohexylmethyl)-N-(6-(5-((tetrahydro-2H-pyran-4-yl)methoxy)-2-(trifluoromethyl)phenyl)pyrimidin-4-yl)-4H-1,2,4-triazole-3-carboxamide